Methyl ((2S)-1-(2-(((S)-1-(cyclopropylamino)-6,6-difluoro-1,2-dioxoheptan-3-yl)carbamoyl)-3-ethylpyrrolidin-1-yl)-3,3-dimethyl-1-oxobutan-2-yl)carbamate C1(CC1)NC(C([C@H](CCC(C)(F)F)NC(=O)C1N(CCC1CC)C([C@H](C(C)(C)C)NC(OC)=O)=O)=O)=O